(2S,4R)-4-hydroxy-1-[(2R)-2-{1-[3-(2-hydroxyphenyl)cinnolin-6-yl]-1,2,3-triazol-4-yl}-3-methylbutanoyl]-N-[(1S)-1-[4-(4-methyl-1,3-thiazol-5-yl)phenyl]ethyl]pyrrolidine-2-carboxamide O[C@@H]1C[C@H](N(C1)C([C@H](C(C)C)C=1N=NN(C1)C=1C=C2C=C(N=NC2=CC1)C1=C(C=CC=C1)O)=O)C(=O)N[C@@H](C)C1=CC=C(C=C1)C1=C(N=CS1)C